Cl.C(#N)C1N[C@@H](CC12CC=CC2)C(=O)OCC2=CC=CC=C2 benzyl (3S)-1-cyano-2-azaspiro[4.4]non-7-ene-3-carboxylate hydrochloride